C1(=CC=CC=C1)P(SCC1=C(C=C(C=C1OC)OC)OC)(C1=CC=CC=C1)=O diphenyl-(2,4,6-trimethoxybenzylthio)phosphine oxide